CN1C(C=C(C=C1)[C@@H]1CNC2(CC2)C1)=O (R)-1-methyl-4-(4-azaspiro[2.4]hept-6-yl)pyridin-2(1H)-one